O1COC2=C1C=CC(=C2)C=CC(=O)O 3-(1,3-benzodioxol-5-yl)acrylic acid